3-((difluoromethyl)sulfonyl)-N-((2-(2-(2-hydroxy-7-azaspiro[3.5]nonan-7-yl)pyrimidin-4-yl)-1,6-naphthyridin-7-yl)methyl)benzamide FC(S(=O)(=O)C=1C=C(C(=O)NCC2=NC=C3C=CC(=NC3=C2)C2=NC(=NC=C2)N2CCC3(CC(C3)O)CC2)C=CC1)F